ClC1=C2C(CC(OC2=CC=C1)(C)C)NC(=O)[C@H]1[C@@H](C1)CN1C(NC(CC1=O)(C)C)=N (1R,2R)-N-(5-chloro-2,2-dimethyl-chroman-4-yl)-2-[(2-imino-4,4-dimethyl-6-oxo-hexahydropyrimidin-1-yl)methyl]cyclopropanecarboxamide